Ethyl 4-{[(1R)-2-hydroxy-1-phenylethyl]amino}-2-{[3-methyl-4-(methylsulfonyl)phenyl]amino}pyrimidine-5-carboxylate OC[C@@H](C1=CC=CC=C1)NC1=NC(=NC=C1C(=O)OCC)NC1=CC(=C(C=C1)S(=O)(=O)C)C